N-methyl-vinyl-pyridine chloride [Cl-].CN1C(C=CC=C1)C=C